C(C)N1C2=NC(=NC(=C2N=C1C1=CC=NC=C1)N1CCOCC1)N/N=C/C1=CC(=CC=C1)C (E)-4-(9-ethyl-2-(2-(3-methylbenzylidene)hydrazino)-8-(pyridin-4-yl)-9H-purin-6-yl)morpholine